CN1N=CC(=C1C1=NC(=NC=C1F)N1CCC(CC1)C(=O)NCC1=NN(C=C1)C)C 1-(4-(1,4-dimethyl-1H-pyrazol-5-yl)-5-fluoropyrimidin-2-yl)-N-((1-methyl-1H-pyrazol-3-yl)methyl)piperidine-4-carboxamide